C1(=NC=CC2=CC=CC=C12)C=O ISOCHINOLINAL